C(C)C(C(=O)OCC)N1C(CCC1)=O ethyl alpha-ethyl-2-oxo-1-pyrrolidineacetate